tri-allyl-s-triazine-2,4,6(1H,3H,5H)-trione C(C=C)N1C(N(C(N(C1=O)CC=C)=O)CC=C)=O